N-(4-(3-((6,7-dimethoxy-3,4-dihydroisoquinolin-2(1H)-yl)methyl)imidazo[1,2-a]pyridin-2-yl)phenyl)-2-(o-tolyloxy)acetamide COC=1C=C2CCN(CC2=CC1OC)CC1=C(N=C2N1C=CC=C2)C2=CC=C(C=C2)NC(COC2=C(C=CC=C2)C)=O